N1=C2C(=CC=C1)C=NC2=O pyrrolo-[3,4-b]pyridin-7-one